The molecule is an amino disaccharide consisting of 2-acetamido-2-deoxy-beta-D-glucopyranose and 2-acetamido-2-deoxy-D-glucopyranose joined in sequence by a (1->6) glycosidic bond. It is an amino disaccharide and a member of acetamides. CC(=O)N[C@@H]1[C@H]([C@@H]([C@H](O[C@H]1OC[C@@H]2[C@H]([C@@H]([C@H](C(O2)O)NC(=O)C)O)O)CO)O)O